Ethyl 4-((3,4,5-trimethoxyphenyl) amino)-6-methyl-1H-indole-2-carboxylate COC=1C=C(C=C(C1OC)OC)NC1=C2C=C(NC2=CC(=C1)C)C(=O)OCC